ClC1=NC=C(C=C1)C(C)(C)C 2-chloro-5-t-butylpyridine